C(C)OC(\C(=C\C1=CC(=CC=C1)C(C(=O)NNC)(CCSCCSCCO)C)\C)=O.BrC1=NC=C(C=C1)C(C)(F)F 2-bromo-5-(1,1-difluoroethyl)pyridine Ethyl-(E)-3-(3-(4-((2-((2-hydroxyethyl)thio)ethyl)thio)-2-methyl-1-(2-methylhydrazineyl)-1-oxobutan-2-yl)phenyl)-2-methylacrylate